6-(cyclopropylmethyl)-2-ethyl-4-((6-(trifluoromethyl)pyridin-3-yl)methoxy)-5,6,7,8-tetrahydropyrido[4,3-d]pyrimidine C1(CC1)CN1CC2=C(N=C(N=C2OCC=2C=NC(=CC2)C(F)(F)F)CC)CC1